[N+](=O)([O-])O[C@@H](COCCC(=O)OCCN1CCN(CC1)S(=O)(=O)C1=CC(=C(C=C1)OCCC)C=1NC(C2=C(N1)C(=CN2CC)CCC)=O)CO[N+](=O)[O-] 2-{4-[3-(5-Ethyl-4-oxo-7-propyl-4,5-dihydro-3H-pyrrolo[3,2-d]pyrimidin-2-yl)-4-propoxybenzene-1-sulfonyl]piperazin-1-yl}ethyl 3-[(2S)-2,3-bis(nitrooxy) propoxy]propanoate